tert-butyl 6-(3-(3-(trifluoromethyl)phenyl)ureido)-2-azaspiro[3.3]heptane-2-carboxylate FC(C=1C=C(C=CC1)NC(NC1CC2(CN(C2)C(=O)OC(C)(C)C)C1)=O)(F)F